(5-((11-oxo-10,11-dihydrodibenzo[b,f][1,4]thiazepine-8-carboxamido)methyl)thiazol-2-yl)glycine O=C1NC2=C(SC3=C1C=CC=C3)C=CC(=C2)C(=O)NCC2=CN=C(S2)NCC(=O)O